1-(methoxycarbonyl)azetidine-3-carboxylic acid COC(=O)N1CC(C1)C(=O)O